2-(2-(2-methylcyclopropyl)ethyl)-6-(2-(2,2,2-trifluoroethoxy)pyrimidin-5-yl)pyridazin-3(2H)-one CC1C(C1)CCN1N=C(C=CC1=O)C=1C=NC(=NC1)OCC(F)(F)F